Cl.C1NCC12CCC(CC2)CN2CCN(CC2)C2=C(C=C1C(=NN(C1=C2)C)C2C(NC(CC2)=O)=O)F 3-(6-(4-((2-azaspiro[3.5]nonan-7-yl)methyl)piperazin-1-yl)-5-fluoro-1-methyl-1H-indazol-3-yl)piperidine-2,6-dione hydrochloride